S1C(=CC=C1)/C=C/C1=CC=NN1COCCOCN1N=CC=C1\C=C\C=1SC=CC1 1,2-bis((5-((E)-2-(thiophen-2-yl)vinyl)-1H-pyrazol-1-yl)methoxy)ethane